P(=O)(OCC)(OCC)OCC=O diethyl (formylmethyl) phosphate